OC1C2C=CC(C1)(C2)C(C)C 5-hydroxy-i-propylnorbornene